(3,5-difluorophenyl)(methyl)aminothiocarbonyl fluoride FC=1C=C(C=C(C1)F)N(C(=S)F)C